8-methyl-7H,8H-pyrido[2,3-d]Pyrimidin-7-one CN1C(C=CC2=C1N=CN=C2)=O